bis(2,4-dicumylphenyl)pentaerythritol CC(C)(C1=CC=CC=C1)C2=CC(=C(C=C2)C(C3=C(C=C(C=C3)C(C)(C)C4=CC=CC=C4)C(C)(C)C5=CC=CC=C5)(C(CO)(CO)CO)O)C(C)(C)C6=CC=CC=C6